3-[4-[2-(4-hydroxycyclohexyl)ethyl]phenyl]piperidine-2,6-dione OC1CCC(CC1)CCC1=CC=C(C=C1)C1C(NC(CC1)=O)=O